(E)-5-(8-(7-Acetyl-3-ethyl-5,6,7,8-tetrahydroimidazo[1,5-a]pyrazin-1-yl)isoquinolin-3-yl)-N-(3-(6-((2,6-dioxopiperidin-3-yl)carbamoyl)pyridin-2-yl)allyl)picolinamide C(C)(=O)N1CC=2N(CC1)C(=NC2C=2C=CC=C1C=C(N=CC21)C=2C=CC(=NC2)C(=O)NC\C=C\C2=NC(=CC=C2)C(NC2C(NC(CC2)=O)=O)=O)CC